O=S1(CCN(CC1)CC(=O)N1CCN(CC1)C1=C(C=CC=C1)/C=C/C(=O)NO)=O (E)-3-(2-(4-(2-(1,1-dioxidothiomorpholino)acetyl)piperazin-1-yl)phenyl)-N-hydroxyacrylamide